BrC=1C=C(C(=NC1)N1CC(CC1)N1CCCCC1)NS(=O)(=O)C N-(5-Bromo-2-(3-(piperidin-1-yl)pyrrolidin-1-yl)pyridin-3-yl)methanesulfonamide